Cl.Cl.N1CCNCC1 1,4-diazacyclohexane dihydrochloride